4-[1-(4-amino-3-methyl-1H-pyrazolo[3,4-d]pyrimidin-1-yl)ethyl]-6-chloro-3-methoxy-2-(1-oxetan-3-ylazetidin-3-yl)benzonitrile NC1=C2C(=NC=N1)N(N=C2C)C(C)C2=C(C(=C(C#N)C(=C2)Cl)C2CN(C2)C2COC2)OC